CC1(C(N(C(N1CC1=CC=NC=2NC(CCC12)C)=O)C1=CC=C(C=C1)C1(CC1)C(F)(F)F)=O)C 5,5-dimethyl-1-((7-methyl-5,6,7,8-tetrahydro-1,8-naphthyridin-4-yl)methyl)-3-(4-(1-(trifluoromethyl)cyclopropyl)phenyl)imidazolidine-2,4-dione